C1(=CCC(CC1)C(C=O)C)C p-mentha-1-ene-9-al